C(C)(C)(C)C12C(O)C=C(C(=C1C1C(COCC3C2O3)O1)O)C(C)(C)C 2,5-di-tert-butylhydroquinonediglycidyl ether